N-(piperidin-4-yl)quinoline-8-carboxamide hydrochloride Cl.N1CCC(CC1)NC(=O)C=1C=CC=C2C=CC=NC12